C(C1=CC=CC=C1)N1CCN(C2=CC=CC=C12)C(C(C)N1CCCC1)=O 1-(4-Benzyl-3,4-dihydroquinoxalin-1(2H)-yl)-2-(pyrrolidin-1-yl)propan-1-one